O[C@@H](C=1[C@@](CCC1)(O)COC)[C@@]1(C([C@H](CC1)C(C)C)=C)C (R)-2-((R)-hydroxy((1S,3R)-3-isopropyl-1-methyl-2-methylenecyclopentyl)methyl)-1-(methoxymethyl)cyclopent-2-en-1-ol